3,3'-diamino-4,4'-diacetylamino-biphenyl NC=1C=C(C=CC1NC(C)=O)C1=CC(=C(C=C1)NC(C)=O)N